2-fluoroethyl 1-fluoroethyl ether FC(C)OCCF